5-carbamoyl-4-((triisopropylsilyl)ethynyl)-1H-pyrrolo[2,3-b]pyridine C(N)(=O)C=1C(=C2C(=NC1)NC=C2)C#C[Si](C(C)C)(C(C)C)C(C)C